3-(dibenzylamino)-N-methoxy-N-methylcyclobutanecarboxamide C(C1=CC=CC=C1)N(C1CC(C1)C(=O)N(C)OC)CC1=CC=CC=C1